C1(CC1)C1=CC(=CN1S(=O)(=O)C1=CC=C(C)C=C1)S(=O)(=O)O 5-cyclopropyl-1-(toluene-4-sulfonyl)-1H-pyrrole-3-sulfonic acid